C12C(C3CC(CC(C1)C3)C2)NCCNC(=O)C2=NN(C(=C2C(F)(F)F)C2=CC=C(C=C2)Cl)C2=C(C=C(C=C2)Cl)Cl N-(2-(((1r,3r,5r,7r)-adamantan-2-yl)amino)ethyl)-5-(4-chlorophenyl)-1-(2,4-dichlorophenyl)-4-(trifluoromethyl)-1H-pyrazole-3-carboxamide